N-(5-(3,3-difluorocyclobutoxy)-1,3,4-thiadiazol-2-yl)-3-(2-methoxyphenyl)isonicotinamide FC1(CC(C1)OC1=NN=C(S1)NC(C1=C(C=NC=C1)C1=C(C=CC=C1)OC)=O)F